(3-(5-(pyrrolidin-1-ylmethyl)thiophen-2-yl)benzyl)benzamide N1(CCCC1)CC1=CC=C(S1)C=1C=C(CC2=C(C(=O)N)C=CC=C2)C=CC1